bromo-5-(methyl-sulfonyl)-3-(trifluoromethyl)-1H-indazole BrN1N=C(C2=CC(=CC=C12)S(=O)(=O)C)C(F)(F)F